4-(methylsulfonyl)but-3-en-2-amine CS(=O)(=O)C=CC(C)N